methyl (E)-4-((S)-3-((7-(8-chloronaphthalen-1-yl)-8-fluoro-2-(((S)-1-methylpyrrolidin-2-yl)methoxy)pyrido[4,3-d]pyrimidin-4-yl)(methyl)amino)pyrrolidin-1-yl)-4-oxobut-2-enoate ClC=1C=CC=C2C=CC=C(C12)C1=C(C=2N=C(N=C(C2C=N1)N([C@@H]1CN(CC1)C(/C=C/C(=O)OC)=O)C)OC[C@H]1N(CCC1)C)F